1-(4-isopropylbenzyl)-1H-1,2,3-triazole C(C)(C)C1=CC=C(CN2N=NC=C2)C=C1